ethylenediamine-tetra-acetic acid C(CN(CC(=O)O)CC(=O)O)N(CC(=O)O)CC(=O)O